(R)-3-(benzofuran-7-yloxy)-N-methyl-3-(5-methylthiophene-2-yl)propan-1-amine O1C=CC2=C1C(=CC=C2)O[C@H](CCNC)C=2SC(=CC2)C